COC=1C=C2N=CC=3N(C(N4C(COC(=C2C34)C1C=1C=CN(C1)C)=C)=O)C 6-methoxy-2-methyl-7-(1-methyl-1H-pyrrol-4-yl)-10-methylene-9,10-dihydro-8-oxa-2,4,10a-triazanaphtho[2,1,8-cde]azulen-1(2H)-one